NC=1C=CC(=NC1)CN(C(OC(C)(C)C)=O)C(=O)OC(C)(C)C tert-butyl N-[(5-aminopyridin-2-yl)methyl]-N-[(tert-butoxy)carbonyl]carbamate